8-chloro-9-methyl-N-[(2-methylpyrimidin-5-yl)methyl]pyrido[3',2':4,5]thieno[3,2-d]pyrimidin-4-amine ClC1=C(C2=C(SC3=C2N=CN=C3NCC=3C=NC(=NC3)C)N=C1)C